CC=1C(=NC=CC1)C#N 3-methylpyridine-2-carbonitrile